2-(Ethylsulfanyl)-6-(6-fluoro-3,4-dihydroisoquinolin-2(1H)-yl)-4-methylpyridin-3-amine-d C(C)SC1=NC(=CC(=C1N[2H])C)N1CC2=CC=C(C=C2CC1)F